2-{3-[3-(methylamino)pyrrolidin-1-yl]-1,2,4-triazin-6-yl}-5-(2-methyl-2H-1,2,3-triazol-4-yl)phenol dihydrochloride Cl.Cl.CNC1CN(CC1)C=1N=NC(=CN1)C1=C(C=C(C=C1)C1=NN(N=C1)C)O